C(C)(C)(C)OC(=O)NCCCNC1=CC(=NC2=CC=CC=C12)C1=CC=C(C=C1)N1N=C2C(=C1)CN(C2)C(=O)OC(C)(C)C tert-butyl 2-(4-(4-((3-((tert-butoxycarbonyl)amino)propyl)amino)quinolin-2-yl)phenyl)-4,6-dihydropyrrolo[3,4-c]pyrazole-5(2H)-carboxylate